4-[(2R)-3-(3,4-dihydro-1H-isoquinolin-2-yl)-2-hydroxy-propyl]-8-[[3-(hydroxymethyl)-1-piperidinyl]methyl]-2,3-dihydro-1,4-benzoxazepin-5-one C1N(CCC2=CC=CC=C12)C[C@H](CN1CCOC2=C(C1=O)C=CC(=C2)CN2CC(CCC2)CO)O